NC(=NS(=O)(=O)C1=CC=C(C=C1)Br)C1=CC=CC=C1 N-[amino(phenyl)methylene]-4-bromo-benzenesulfonamide